CN1N=CC(=C1)C=1C=CC=2N(C1)N=CC2N2CCN(CC2)C(=O)OC2CCC2 cyclobutyl 4-[6-(1-methyl-1H-pyrazol-4-yl)pyrazolo[1,5-a]pyridin-3-yl]piperazine-1-carboxylate